C(O)(O)=O.FC#CC=C 1-fluoro-2-vinyl vinylene carbonate